ClC=1C(=NN(C1C=1C=NC(=CC1OC)NC1CC(C1)C(F)(F)F)CC)C(=O)NCC1CCC(CC1)S(=O)(=O)C 4-Chloro-1-ethyl-5-(4-methoxy-6-(((1s*,3s*)-3-(trifluoromethyl)cyclobutyl)amino)pyridin-3-yl)-N-(((1r,4r)-4-(methylsulfonyl)cyclohexyl)methyl)-1H-pyrazole-3-carboxamide